ClC=1C(=C2C=NNC2=C(C1F)OC(F)(F)F)C=1C=CC=2N(C1)C=C(N2)NC(=O)[C@H]2[C@H](C2)F (1S,2S)-N-(6-(5-chloro-6-fluoro-7-(trifluoromethoxy)-1H-indazol-4-yl)imidazo[1,2-a]pyridin-2-yl)-2-fluorocyclopropane-1-carboxamide